C(C)[Si](O)(CC)CC triethyl(hydroxy)silane